BrC1=CC(=C(C(=C1)C)C1=CC=C(N=N1)CNC1CCOCC1)OCOCC N-((6-(4-Bromo-2-(ethoxymethoxy)-6-methylphenyl)pyridazin-3-yl)methyl)tetrahydro-2H-pyran-4-amine